(S)-2-amino-3-(1-tosyl-1H-indazol-5-yl)propanamide N[C@H](C(=O)N)CC=1C=C2C=NN(C2=CC1)S(=O)(=O)C1=CC=C(C)C=C1